C1(=CC=CC=C1)[C@H](CNC(OC(C)(C)C)=O)NS(=O)(=O)C1=CC=C(C=C1)OC(F)(F)F tert-butyl (R)-(2-phenyl-2-((4-(trifluoromethoxy)phenyl)sulfonamido)ethyl)carbamate